The molecule is a 4-amino-1,2-oxazolidin-3-one that has R configuration. It is an antibiotic produced by Streptomyces garyphalus or S. orchidaceus and is used as part of a multi-drug regimen for the treatment of tuberculosis when resistance to, or toxicity from, primary drugs has developed. An analogue of D-alanine, it interferes with bacterial cell wall synthesis in the cytoplasm by competitive inhibition of L-alanine racemase (which forms D-alanine from L-alanine) and D-alanine--D-alanine ligase (which incorporates D-alanine into the pentapeptide required for peptidoglycan formation and bacterial cell wall synthesis). It has a role as an antitubercular agent, an antiinfective agent, an antimetabolite, a metabolite and a NMDA receptor agonist. It is an organooxygen heterocyclic antibiotic, an organonitrogen heterocyclic antibiotic and a 4-amino-1,2-oxazolidin-3-one. It is a conjugate base of a D-cycloserine(1+). It is an enantiomer of a L-cycloserine. It is a tautomer of a D-cycloserine zwitterion. C1[C@H](C(=O)NO1)N